[N].COC1(COC1)C1=CC=C(C=C1)C(=O)N1CCC(CC1)C1=CC=C(C=C1)SC (4-(3-methoxyoxetan-3-yl)phenyl)(4-(4-(methylthio)phenyl)piperidin-1-yl)methanone nitrogen